(R)-2-chloro-N-(5-fluoro-2-(trifluoromethyl)pyridin-4-yl)-8-methyl-8-(trifluoromethyl)-7,8-dihydro-6H-pyrazolo[1,5-a]pyrrolo[2,3-e]pyrimidine-6-carboxamide ClC1=NN2C(N=CC3=C2[C@@](CN3C(=O)NC3=CC(=NC=C3F)C(F)(F)F)(C(F)(F)F)C)=C1